C[C@H]1[C@@H]([C@H]([C@H]([C@@H](O1)O[C@H]2[C@@H]([C@H](OC([C@@H]2O)O)CO)O)O)O)O[C@H]3[C@@H]([C@H]([C@@H]([C@H](O3)CO)O[C@H]4[C@@H]([C@H](C=C(O4)C(=O)[O-])O)O)O)O The molecule is a carbohydrate acid anion that results from the deprotonation of the carboxylic acid group of beta-D-Delta(4)-GlcpA-(1->4)-beta-D-Glcp-(1->4)-alpha-L-Rhap-(1->3)-D-Glcp. The major species at pH 7.3. It is a conjugate base of a beta-D-Delta(4)-GlcpA-(1->4)-beta-D-Glcp-(1->4)-alpha-L-Rhap-(1->3)-D-Glcp.